sodium 3,4-dichlorobenzoate ClC=1C=C(C(=O)[O-])C=CC1Cl.[Na+]